(3S)-3,6-dimethyl-3H-1-benzofuran-2-one C[C@@H]1C(OC2=C1C=CC(=C2)C)=O